3-{[2-(cyclopropylmethyl)-1,3-thiazole-5-carbonyl]amino}-4-methylbenzoic acid C1(CC1)CC=1SC(=CN1)C(=O)NC=1C=C(C(=O)O)C=CC1C